NC1=C2N=CN(C2=NC(=N1)F)[C@H]1C[C@@H]([C@](O1)(CO)C(C)F)O (2R,3S,5R)-5-(6-amino-2-fluoro-9H-purin-9-yl)-2-(1-fluoroethyl)-2-(hydroxymethyl)tetrahydrofuran-3-ol